3-(6-(4-((4-(2-(2-methylthiazol-5-yl)-6-(trifluoromethyl)pyrimidin-4-yl)piperazin-1-yl)methyl)benzyl)-2-oxobenzo[cd]indol-1(2H)-yl)piperidine-2,6-dione CC=1SC(=CN1)C1=NC(=CC(=N1)N1CCN(CC1)CC1=CC=C(CC=2C=3C4=C(C(N(C4=CC2)C2C(NC(CC2)=O)=O)=O)C=CC3)C=C1)C(F)(F)F